ClC1=NC=2C=C(C(=CC2C2=C1CCC2)OC)OCCCN2CCCC2 1-[3-({4-chloro-8-methoxy-1H,2H,3H-cyclopenta[c]-quinolin-7-yl}oxy)propyl]pyrrolidine